C1NCC12C[C@@H](CC2)N2CCC(CC2)C2=C(C=CC=C2)C2CCC(CC2)O (R)-4-(2-(1-(2-azaspiro[3.4]octane-6-yl)piperidin-4-yl)phenyl)cyclohexan-1-ol